methyl 4-(4-acetoxy-2-(2-chlorophenyl)pyrrolidin-1-yl)-2-fluorobenzoate C(C)(=O)OC1CC(N(C1)C1=CC(=C(C(=O)OC)C=C1)F)C1=C(C=CC=C1)Cl